C(C)(C)(C)OC(=O)N[C@@H](CCC(=O)OC)C=O methyl (4S)-4-[(tert-butoxycarbonyl)amino]-5-oxopentanoate